CN(CCN(C1=C(C=C(C(=C1)OC)NC1=NC=CC(=N1)N1OCC[C@@H]1C1=CC(=CC=C1)OC1=CC=CC=C1)NC(C=C)=O)C)C (R)-N-(2-((2-(dimethylamino)-ethyl)(methyl)-amino)-4-methoxy-5-((4-(3-(3-phenoxyphenyl)isoxazolidin-2-yl)pyrimidin-2-yl)amino)-phenyl)acrylamide